1-(4-{3-[(1r,3R,5S,7r)-3,5-dimethyladamantan-1-yl]ureido}-3-Chlorobenzoyl)piperidine-3-carboxylic acid ethyl ester C(C)OC(=O)C1CN(CCC1)C(C1=CC(=C(C=C1)NC(=O)NC12C[C@]3(C[C@](CC(C1)C3)(C2)C)C)Cl)=O